2,5-bis(4''-amino-[1,1':4',1''-terphenyl]-4-yl)-3,4-bis(3-fluorophenyl)cyclopenta-2,4-diene NC1=CC=C(C=C1)C1=CC=C(C=C1)C1=CC=C(C=C1)C=1CC(=C(C1C1=CC(=CC=C1)F)C1=CC(=CC=C1)F)C1=CC=C(C=C1)C1=CC=C(C=C1)C1=CC=C(C=C1)N